C1=CC=CC=2C3=CC=CC=C3C(C12)COC(=O)N([C@@H](CC(=O)O)C(N1CC(C(C1)(F)F)(F)F)=O)C (3S)-3-[9H-fluoren-9-ylmethoxycarbonyl(methyl)amino]-4-oxo-4-(3,3,4,4-tetrafluoropyrrolidin-1-yl)butanoic acid